ClC1=C(C(=CC=C1Cl)OCOC)C1CC(CN1C(=O)[O-])C(=O)[O-] 5-[2,3-dichloro-6-(methoxymethoxy)phenyl]pyrrolidine-1,3-dicarboxylate